ClC=1C=CC(=C(C1)C1=C2C(=NC(=C1)CC)C(=CS2)C(=O)OC(C)(C)C)OCCN2C(=NC1=C(C2=O)C(=C(N=C1)N1CCN(CC1)C)C#N)C tert-butyl 7-(5-chloro-2-(2-(5-cyano-2-methyl-6-(4-methylpiperazin-1-yl)-4-oxopyrido[3,4-d]pyrimidin-3(4H)-yl) ethoxy) phenyl)-5-ethylthieno[3,2-b]pyridine-3-carboxylate